(R)-N-(4-(3-(1-acryloyl-4-(2-cyanoacetyl)piperazin-2-yl)-5-chlorophenyl)pyrimidin-2-yl)-2-cyanoacetamide C(C=C)(=O)N1[C@@H](CN(CC1)C(CC#N)=O)C=1C=C(C=C(C1)Cl)C1=NC(=NC=C1)NC(CC#N)=O